ClC=1C=C2C=NC(=NC2=CC1[C@@H]1[C@@H](CN(CC1)C)F)NC1=CC(=NS1)C |o1:12| (3S,4R) or (3R,4R)-6-chloro-7-(3-fluoro-1-methylpiperidin-4-yl)-N-(3-methyl-1,2-thiazol-5-yl)quinazolin-2-amine